p-Terphenyl C1=CC=C(C=C1)C2=CC=C(C=C2)C3=CC=CC=C3